NC(C(=O)O)CCCC(=O)O 2-Aminoadipic acid